CN1C=CC2=CC=C(C=C12)NC1=NC=NC2=CC(=C(C=C12)NC(C=C)=O)OCCN1CCCCC1 N-(4-((1-methyl-1H-indol-6-yl)amino)-7-(2-(piperidin-1-yl)ethoxy)quinazolin-6-yl)acrylamide